O=C1NC2=C(N1[C@@H]1CC[C@@H](CC1)C(NC1=CC(=C(C=C1)C)OC)=O)C=CC=C2C(=O)O 2-oxo-1-[cis-4-[(3-methoxy-4-methylphenyl)carbamoyl]cyclohexyl]-2,3-dihydro-1H-1,3-benzodiazole-4-carboxylic acid